bis[3-(tert-butoxycarbonylamino) phenyl] sulfone C(C)(C)(C)OC(=O)NC=1C=C(C=CC1)S(=O)(=O)C1=CC(=CC=C1)NC(=O)OC(C)(C)C